O=CC[C@@H](O)[C@H](O)[C@H](O)C 2,6-dideoxy-D-arabino-hexose